6-(bromomethyl)pyridine-3-carbonitrile BrCC1=CC=C(C=N1)C#N